N[C@H]1C2N(CC1CC2)C(=O)C2=CC1=C(N(C(=N1)C1=CC=3C(=NC(=CC3)N3CC(CC3)CO)N1CC1CC1)C)C(=C2)OC [1-(2-{5-[(7R)-7-amino-2-azabicyclo[2.2.1]heptane-2-carbonyl]-7-methoxy-1-methyl-1H-1,3-benzodiazol-2-yl}-1-(cyclopropylmethyl)-1H-pyrrolo[2,3-b]pyridin-6-yl)pyrrolidin-3-yl]methanol